8-(quinolin-4-ylthio)-[1,2,4]triazolo[4,3-c]pyrimidin N1=CC=C(C2=CC=CC=C12)SC=1C=2N(C=NC1)C=NN2